ClC1=C(C=CC=C1)C(=O)N1CCN(CC1)CC1=C(N=C2N1C=CC=C2)C2=CC=C(C=C2)Cl (2-chlorophenyl)(4-{[2-(4-chlorophenyl)imidazo[1,2-a]pyridin-3-yl]methyl}piperazin-1-yl)methanone